3,3'-dimethoxybiphenyl-diamine COC1(C(C(=CC=C1)C1=CC(=CC=C1)OC)N)N